N[C@@H](CCC(=O)[O-])C(=O)[O-].N[C@@H](CCC(=O)[O-])C(=O)[O-].[Ca+2].[Ca+2] calcium di-L-glutamate